C1(=CC=CC=C1)C(=C1CN(C1)C(=O)C=1C=CC2=C(NC(CO2)=O)C1)C1=CC=C(C=C1)C(F)(F)F 6-[3-[Phenyl-[4-(trifluoromethyl)phenyl]methylene]azetidine-1-carbonyl]-4H-1,4-benzoxazin-3-one